1-methyl-N-(4-(trifluoromethyl)benzyl)-1,2-dihydro-3H-benzo[e]indole-3-carboximidamide CC1CN(C=2C=CC3=C(C12)C=CC=C3)C(NCC3=CC=C(C=C3)C(F)(F)F)=N